tert-Butyl N-[2-[2-(4-aminobutyloxy)ethoxy]ethyl]carbamate NCCCCOCCOCCNC(OC(C)(C)C)=O